1,3,7-Trimethyl-3,7-dihydro-1H-purin-2,6-dion CN1C(N(C=2N=CN(C2C1=O)C)C)=O